C(C#CCCCCC)(=O)O.OCC(O)CO glycerin monooctynoate